P(OC1=CC=CC=C1)(OC(C1=C(C=C(C=C1C)C)C)=O)[O-].[Na+] sodium phenyl (2,4,6-trimethylbenzoyl) phosphite